C(C)N1C(OC(C2=C1C=CC=C2)=O)=O 1-ethyl-1H-benzo[d][1,3]oxazine-2,4-dione